dicyclohexanol carbonate C(O)(O)=O.C1(CCCCC1)O.C1(CCCCC1)O